2-[6-bromo-3-(ethylsulfonyl)thieno[3,2-b]Thien-2-yl]-3-methyl-6-(trifluoromethyl)-3H-imidazo[4,5-c]Pyridine BrC1=CSC2=C1SC(=C2S(=O)(=O)CC)C2=NC1=C(C=NC(=C1)C(F)(F)F)N2C